tert-butyl N-[(cis)-3-[[6-bromo-3-[N'-(2-chloro-5-fluoro-phenyl)carbamimidoyl]pyrrolo[1,2-b]pyridazin-4-yl]amino]cyclopentyl]carbamate BrC=1C=C2N(N=CC(=C2N[C@H]2C[C@H](CC2)NC(OC(C)(C)C)=O)C(N)=NC2=C(C=CC(=C2)F)Cl)C1